C(CSCC[C@@H](C(=O)O)N)[C@@H](C(=O)O)N The molecule is a sulfur-containing amino acid in which the gamma-carbon atoms of two molecules of L-aminobutyric acid are joined via a thioether linkage. It is a byproduct of cystathionine-gamma-lyase and a possible human hyperhomocysteinemia marker. It is a sulfur-containing amino acid, a non-proteinogenic L-alpha-amino acid and an organic sulfide.